(S)-2,7-dimethyl-3-(1-methyl-5-(trifluoromethyl)-1H-pyrazol-4-yl)-4,5,6,7-tetrahydro-2H-pyrazolo[3,4-c]Pyridine CN1N=C2[C@@H](NCCC2=C1C=1C=NN(C1C(F)(F)F)C)C